6-bromo-2-(propoxyamino)-3-propyl-4(3H)-quinazolinone BrC=1C=C2C(N(C(=NC2=CC1)NOCCC)CCC)=O